FC(CO)(C1=C(C(=CC=C1)C(C)NC1=NC(=NC2=C3C(=C(C=C12)N1CC2(COC2)C1)CCC3)C)C)F 2,2-difluoro-2-(2-methyl-3-(1-((2-methyl-6-(2-oxa-6-azaspiro[3.3]heptan-6-yl)-8,9-dihydro-7H-cyclopenta[h]quinazolin-4-yl)amino)ethyl)phenyl)ethan-1-ol